FC(C1=NN=C(O1)C1=CC=2N(C=C1)C=C(N2)CN(S(=O)(=O)N2CCN(CC2)C2CC1(C2)CCC1)C1=CC(=CC=C1)F)F N-((7-(5-(difluoromethyl)-1,3,4-oxadiazol-2-yl)imidazo[1,2-a]pyridin-2-yl)methyl)-N-(3-fluorophenyl)-4-(spiro[3.3]heptan-2-yl)piperazine-1-sulfonamide